CC(C#C)(O[SiH3])C (1,1-dimethyl-2-propynyloxy)silane